N-(3-methyl-4-((1-methyl-1H-benzo[d]imidazol-5-yl)oxy)phenyl)-6-(piperazin-1-yl)pyrimido[5,4-d]pyrimidin-4-amine hydrochloride Cl.CC=1C=C(C=CC1OC1=CC2=C(N(C=N2)C)C=C1)NC=1C2=C(N=CN1)C=NC(=N2)N2CCNCC2